3-[2-chloro-5-(3-chloro-5-trifluoromethyl-2-pyridinyl)-4-fluoro-phenyl]-5-methyl-4H-isoxazole-5-carboxylic acid ClC1=C(C=C(C(=C1)F)C1=NC=C(C=C1Cl)C(F)(F)F)C1=NOC(C1)(C(=O)O)C